((1s,3s)-3-((5-(imidazo[1,2-a]pyrimidin-6-yl)-4-methoxy-7H-pyrrolo[2,3-d]pyrimidin-2-yl)amino)-1-methylcyclobutyl)(pyrrolidin-1-yl)methanone N=1C=CN2C1N=CC(=C2)C2=CNC=1N=C(N=C(C12)OC)NC1CC(C1)(C)C(=O)N1CCCC1